bis(4-nitro-1,2,5-oxadiazol-3-yl)amine [N+](=O)([O-])C=1C(=NON1)NC1=NON=C1[N+](=O)[O-]